N-stearyl-stearyl-amide C(CCCCCCCCCCCCCCCCC)[N-]CCCCCCCCCCCCCCCCCC